1-(5-tert-butyl-2H-pyrazol-3-yl)-3-{4-[5-(tetrahydro-pyran-2-ylmethoxy)-benzimidazol-1-yl]-phenyl}-urea C(C)(C)(C)C=1C=C(NN1)NC(=O)NC1=CC=C(C=C1)N1C=NC2=C1C=CC(=C2)OCC2OCCCC2